α-amino-ethyltrimethoxysilane NC(C)[Si](OC)(OC)OC